CC1=CC=C(C=C1)C1CCN(CC1)C(=O)NC1=C(C=CC=C1N1CCN(CC1)C(C)C)C 4-(4-methylphenyl)-N-{2-methyl-6-[4-(propan-2-yl)piperazin-1-yl]phenyl}piperidine-1-carboxamide